C(C)(C)(C)OC(=O)N1[C@@H](CN(CC1)CC1=CC=C(C=C1)C(F)(F)F)COC(F)F (S)-2-((difluoromethoxy)methyl)-4-(4-(trifluoromethyl)benzyl)piperazine-1-carboxylic acid tert-butyl ester